2-(6-methoxypyridin-3-yl)-N-(2-morpholino-5-(piperidin-1-yl)thiazolo[4,5-b]pyridin-6-yl)oxazole-4-carboxamide COC1=CC=C(C=N1)C=1OC=C(N1)C(=O)NC=1C=C2C(=NC1N1CCCCC1)N=C(S2)N2CCOCC2